6-(2,6-dichlorophenyl)-2-((4-fluoro-3-methylphenyl)amino)-8-methylpyrido[2,3-d]pyrimidin-7(8H)-one ClC1=C(C(=CC=C1)Cl)C1=CC2=C(N=C(N=C2)NC2=CC(=C(C=C2)F)C)N(C1=O)C